C(C)(=O)NC[C@H](O)[C@@H](O)[C@H](O)[C@H](O)CO N-Acetyl-D-glucamine